2-[2-(4-amino-2-methoxy-phenoxy)ethoxy]ethanol NC1=CC(=C(OCCOCCO)C=C1)OC